[O-]S(=O)(=O)C(F)(F)F.C(CCCCCCCCCCC)[N+]1(CCCC1)CC 1-Dodecyl-1-ethylpyrrolidinium triflat